5-[3-(dimethylcarbamoyl)phenoxy]-6-nitro-1-benzofuran-2-carboxylic acid ethyl ester C(C)OC(=O)C=1OC2=C(C1)C=C(C(=C2)[N+](=O)[O-])OC2=CC(=CC=C2)C(N(C)C)=O